4-(7-(furan-2-yl)-2-phenoxypyrido[3,2-d]pyrimidin-4-yl)morpholine O1C(=CC=C1)C1=CC=2N=C(N=C(C2N=C1)N1CCOCC1)OC1=CC=CC=C1